OCC1=CC=C(C=C1)C(C)=O 1-[4-(hydroxymethyl)phenyl]ethan-1-one